CC(/C=C/C)=CCC=C(C)C (2e)-4,8-dimethylnona-2,4,7-triene